7-oxo-pyrazolo[4,3-d]pyrimidine O=C1C=2C(=NC=N1)C=NN2